COC(C1=CC=C(C=C1)NC1=NC=CC2=CC=C(C=C12)Cl)=O 4-((7-Chloroisoquinolin-1-yl)amino)benzoic acid methyl ester